6-(prop-1-en-2-yl)picolinamide C=C(C)C1=CC=CC(=N1)C(=O)N